2-(((2R,3S,4R,5R)-3-((tert-butyldimethylsilyl)oxy)-4-hydroxy-5-(6-hydroxy-9H-purin-9-yl)tetrahydrofuran-2-yl)methoxy)-1,3,2-dithiaphospholane 2-sulfide [Si](C)(C)(C(C)(C)C)O[C@@H]1[C@H](O[C@H]([C@@H]1O)N1C2=NC=NC(=C2N=C1)O)COP1(SCCS1)=S